2-bromo-N1,N3-di(naphthalen-1-yl)-N1,N3-di(naphthalen-2-yl)benzene-1,3-diamine BrC1=C(C=CC=C1N(C1=CC2=CC=CC=C2C=C1)C1=CC=CC2=CC=CC=C12)N(C1=CC2=CC=CC=C2C=C1)C1=CC=CC2=CC=CC=C12